C1(CCCC1)C1=CC(=NN1)NC1=C(C(=O)O)C=C(C(=N1)C)C 2-((5-cyclopentyl-1H-pyrazol-3-yl)amino)-5,6-dimethylnicotinic acid